trimethylammonium tetrakis(2,4-dimethylphenyl)borate CC1=C(C=CC(=C1)C)[B-](C1=C(C=C(C=C1)C)C)(C1=C(C=C(C=C1)C)C)C1=C(C=C(C=C1)C)C.C[NH+](C)C